methyl (1R,2S,5S)-3-[(2S,3R)-2-(benzyloxycarbonylamino)-3-(cyclobutoxy)butanoyl]-6,6-dimethyl-3-azabicyclo[3.1.0]hexane-2-carboxylate C(C1=CC=CC=C1)OC(=O)N[C@H](C(=O)N1[C@@H]([C@H]2C([C@H]2C1)(C)C)C(=O)OC)[C@@H](C)OC1CCC1